CC1=CC=C(S1)S(=O)(=O)NCC1=CC=C(C=C1)C1=NOC(=N1)C(F)(F)F 5-methyl-N-[[4-[5-(trifluoromethyl)-1,2,4-oxadiazol-3-yl]phenyl]methyl]thiophene-2-sulfonamide